Butyl 4-(2-ethoxy-2-oxo-ethyl)piperidine-1-carboxylate C(C)OC(CC1CCN(CC1)C(=O)OCCCC)=O